(R)-3-(2-(5-acrylamidothiophene-3-carboxamido)-7-methyl-1H-benzo-[d]imidazol-1-yl)azepane-1-carboxylate C(C=C)(=O)NC1=CC(=CS1)C(=O)NC1=NC2=C(N1[C@H]1CN(CCCC1)C(=O)[O-])C(=CC=C2)C